(R)-2-(5-Cyanopyridin-3-yl)-N-(2-fluoro-3-hydroxy-3-methylbutyl)-4-(isopropylamino)thieno[2,3-b]pyridin-5-carboxamid C(#N)C=1C=C(C=NC1)C1=CC=2C(=NC=C(C2NC(C)C)C(=O)NC[C@H](C(C)(C)O)F)S1